2-[4-[(tert-Butyl)dimethylsiloxy]butyl]oxirane C(C)(C)(C)[Si](OCCCCC1OC1)(C)C